(S)-7-ethynyl-1-((5-oxopyrrolidin-2-yl)methoxy)isoquinoline-6-carbonitrile C(#C)C1=C(C=C2C=CN=C(C2=C1)OC[C@H]1NC(CC1)=O)C#N